S1C2=C(C(=C1)C1=CC=CC=3N1N=CC3C(=O)N3CCCCC3)C=CC=C2 (7-(benzo[b]thiophen-3-yl)pyrazolo[1,5-a]pyridin-3-yl)(piperidin-1-yl)methanone